NCC(NCC(N[C@@H](C(NCC(NCOCC(=O)O)=O)=O)CC1=CC=CC=C1)=O)=O (R)-16-amino-10-benzyl-6,9,12,15-tetraoxo-3-oxa-5,8,11,14-tetraazahexadecanoic acid